N1-(2-((1-(4-chloro-2-fluorophenyl)pyrrolidin-3-yl)(methyl)amino)phenyl)-N4,N4-dimethylbenzene-1,4-disulfonamide ClC1=CC(=C(C=C1)N1CC(CC1)N(C1=C(C=CC=C1)NS(=O)(=O)C1=CC=C(C=C1)S(=O)(=O)N(C)C)C)F